C(C)S(=O)(=O)C1=CC=C(C=C1)CC(=O)NC1=CC=C(C=C1)C1=NC2=C(N1CC=1C=NC=CC1)C=C(C=C2)C 2-(4-(Ethylsulfonyl)phenyl)-N-(4-(6-methyl-1-(pyridin-3-ylmethyl)-1H-benzo[d]imidazol-2-yl)phenyl)acetamide